5,5'-(9H-carbazole-3,6-diyl)diisophthalonitrile C1=CC(=CC=2C3=CC(=CC=C3NC12)C=1C=C(C=C(C#N)C1)C#N)C=1C=C(C=C(C#N)C1)C#N